CC1(C2=CC=CC=C2C=2C=C(C=CC12)OB(O)O)C (9,9-dimethylfluorene-3-yl)boric acid